(R)-1-(3-([1,1'-biphenyl]-2-ylethynyl)-1H-indazole-5-carbonyl)-N-methylpyrrolidine-2-carboxamide C1(=C(C=CC=C1)C#CC1=NNC2=CC=C(C=C12)C(=O)N1[C@H](CCC1)C(=O)NC)C1=CC=CC=C1